FC=1C=C(C=C(C1)F)[C@@H]1CC=NN1C(=O)C1C[C@@H]2[C@@H](CN(C2)C2=CC(=NC=N2)C#N)C1 6-((3aR,5S,6aS)-5-((S)-5-(3,5-difluorophenyl)-4,5-dihydro-1H-pyrazole-1-carbonyl)hexahydrocyclopenta[c]pyrrole-2(1H)-yl)pyrimidine-4-carbonitrile